(R)-3-(2-(2-(4-(4-((bis(pyridin-2-ylmethyl)amino)methyl)-1H-1,2,3-triazol-1-yl)phenyl)acetamido)-2-boronoethyl)benzoic acid N1=C(C=CC=C1)CN(CC1=NC=CC=C1)CC=1N=NN(C1)C1=CC=C(C=C1)CC(=O)N[C@@H](CC=1C=C(C(=O)O)C=CC1)B(O)O